5-(piperazin-1-yl)-1,3-dihydro-2H-benzo[d]imidazol-2-one hydrochloride Cl.N1(CCNCC1)C1=CC2=C(NC(N2)=O)C=C1